9-[3-chloro-5-(phenanthren-9-yl)phenyl]phenanthrene ClC=1C=C(C=C(C1)C=1C2=CC=CC=C2C=2C=CC=CC2C1)C=1C2=CC=CC=C2C=2C=CC=CC2C1